OCCNC1C=2N(CCC1)N=C(C2)C(=O)NC=2C(=C(C=CC2)C2=C(C(=CC=C2)NC(C2=NC=C(C=C2)CN2C[C@@H](CC2)O)=O)C)C 4-((2-hydroxyethyl)amino)-N-(3'-(5-(((R)-3-hydroxypyrrolidin-1-yl)methyl)picolinamido)-2,2'-dimethyl-[1,1'-biphenyl]-3-yl)-4,5,6,7-tetrahydropyrazolo[1,5-a]pyridine-2-carboxamide